BrC=1C=C(C=CC1)N1C(N=C(C2=CC=C(C=C12)Cl)O)=O 1-(3-bromophenyl)-7-chloro-4-hydroxyquinazolin-2(1H)-one